2-(3-indolyl)cyclohexanone N1C=C(C2=CC=CC=C12)C1C(CCCC1)=O